C(C)(=O)C1=NN(C2=CC=C(C=C12)C=1C=NC(=NC1)C)CC(=O)N1[C@@H](C[C@H](C1)F)C(=O)NC=1C(=C(C=CC1)C1=C(C=CC(=C1)S(N)(=O)=O)Cl)F (2S,4R)-1-(2-(3-acetyl-5-(2-methylpyrimidin-5-yl)-1H-indazol-1-yl)acetyl)-N-(2'-chloro-2-fluoro-5'-sulfamoylbiphenyl-3-yl)-4-fluoropyrrolidine-2-carboxamide